ClC1=C(C(=NC2=CC(=C(C=C12)CC(=O)N)OCC)CC)C#N (4-chloro-3-cyano-7-ethoxy-2-ethylquinolin-6-yl)acetamide